N-[6-(2,2-difluoroethoxy)-2,5-difluoro-3-pyridinyl]-6-(difluoromethyl)-1H-pyrrolo[2,3-b]pyridine-3-sulfonamide FC(COC1=C(C=C(C(=N1)F)NS(=O)(=O)C1=CNC2=NC(=CC=C21)C(F)F)F)F